C(C1=CC=CC=C1)OC1=CC=C2C(=CN(C2=C1)C(=O)OC(C)(C)C)C=1C(N(C(C1C1=CNC2=CC(=CC=C12)OCC1=CC=CC=C1)=O)CC1=C(C=C(C=C1)OC)OC)=O tert-butyl 6-(benzyloxy)-3-[4-[6-(benzyloxy)-1H-indol-3-yl]-1-(2,4-dimethoxybenzyl)-2,5-dioxo-2,5-dihydro-1H-pyrrol-3-yl]-1H-indole-1-carboxylate